NC=1C=C(C=CC1C(=O)OC)[C@@H]1N(CC[C@H](C1)OCC)CC1=C2C=CN(C2=C(C=C1OC)C)C(=O)OC(C)(C)C tert-Butyl 4-(((2R,4R)-2-(3-amino-4-(methoxycarbonyl)phenyl)-4-ethoxypiperidin-1-yl)methyl)-5-methoxy-7-methyl-1H-indole-1-carboxylate